(2S,3S)-2,3-dihydro-3-hydroxy-2-(4-chlorophenyl)-1,5-benzothiazepin-4(5H)-one O[C@@H]1[C@@H](SC2=C(NC1=O)C=CC=C2)C2=CC=C(C=C2)Cl